methyl (3R)-5-bromo-7-iodo-6-[(1-naphthyl) methyl]-4-oxo-1-thia-3a-aza-3-indaneformate BrC=1C(N2[C@@H](CSC2=C(C1CC1=CC=CC2=CC=CC=C12)I)C(=O)OC)=O